O1CCC(=CC1)C1=C2C(=NC(=C1)N1CCOCC1)C(=NS2)C2=CC=NN2C2OCCCC2 4-[7-(3,6-dihydro-2H-pyran-4-yl)-3-[1-(oxan-2-yl)-1H-pyrazol-5-yl]-[1,2]thiazolo[4,5-b]pyridin-5-yl]morpholine